C(N)(=O)C=1C=C(C=NC1)C1=CC2=C(C=C1OC)COC1=C2N(N=C1C(=O)N1[C@H](CN(C[C@H]1C)C(=O)OC(C)(C)C)C)C1=CC(=CC(=C1)Cl)Cl tert-butyl (3S,5R)-4-[8-(5-carbamoyl-3-pyridyl)-1-(3,5-dichlorophenyl)-7-methoxy-5H-isochromeno[4,3-c]pyrazole-3-carbonyl]-3,5-dimethyl-piperazine-1-carboxylate